N-(2-((4-tert-butyl-3-chlorophenyl)amino)-1-(4-(methoxymethyl)phenyl)-2-oxoethyl)-3-hydroxy-1,2-oxazole-5-carboxamide C(C)(C)(C)C1=C(C=C(C=C1)NC(C(C1=CC=C(C=C1)COC)NC(=O)C1=CC(=NO1)O)=O)Cl